COC1=CC=C(CN(C=2N=CN(C(C2C(=O)OC)=O)C2=C(C=C(C=C2Cl)C(F)F)Cl)CC2=CC=C(C=C2)OC)C=C1 methyl 4-(bis(4-methoxybenzyl)amino)-1-(2,6-dichloro-4-(difluoromethyl)phenyl)-6-oxo-1,6-dihydropyrimidine-5-carboxylate